CN1C=NC(=C1)C=1C=C(C(=O)O)C=CC1NC1=CC=C(C=C1)S(F)(F)(F)(F)F 3-(1-methyl-1H-imidazol-4-yl)-4-((4-(Pentafluoro-λ6-sulfanyl)phenyl)amino)benzoic acid